methyl{2-[2-nitro-5-(trifluoromethyl)benzyl]-1,3-dioxolan-2-yl}acetate COC(CC1(OCCO1)CC1=C(C=CC(=C1)C(F)(F)F)[N+](=O)[O-])=O